C(CC=C)N(CCC(=O)OCC)C(=O)OC(C)(C)C ethyl 3-(but-3-en-1-yl(tert-butoxycarbonyl)amino)propanoate